CN1N=C(C=C1C(=O)N[C@@H](C)C1=NC(=NS1)N1CCCCC1)C(F)(F)F (S)-1-methyl-N-(1-(3-(piperidin-1-yl)-1,2,4-thiadiazol-5-yl)ethyl)-3-(trifluoromethyl)-1H-pyrazole-5-carboxamide